Ethyl (2-chloro-6-cyanophenyl)carbamate ClC1=C(C(=CC=C1)C#N)NC(OCC)=O